COC1=C(C=C(C=C1)OC)C1=CC=C(C=C1)N1N=NC=C1 1-(2',5'-dimethoxy-[1,1'-biphenyl]-4-yl)-1H-1,2,3-triazole